C(C)(C)(C)C1=NN=C(S1)OC1=CC=C(C=C1)C1CCN(CC1)C(=O)C1=CC(=C(OC2CN(C2)C(=O)OC(C)(C)C)C=C1)NS(=O)(=O)CC1=CC=CC=C1 tert-butyl 3-(4-(4-(4-((5-(tert-butyl)-1,3,4-thiadiazol-2-yl)oxy)phenyl)piperidine-1-carbonyl)-2-((phenylmethyl)sulfonamido)phenoxy)azetidine-1-carboxylate